(R)-1-phenyl-2-propyl azide C1(=CC=CC=C1)C[C@@H](C)N=[N+]=[N-]